O1CCN(C2=C1C=CC=C2)[C@H]2CC[C@H](CC2)N2CCN(CC2)C=2C=C(N=NC2)C(=O)N=[N+]=[N-] 5-{4-[cis-4-(3,4-dihydro-2H-1,4-benzoxazin-4-yl)cyclohexyl]piperazin-1-yl}pyridazine-3-carbonyl azide